Cl.C(C)OC(C(CC=1OC=CN1)N)=O 2-amino-3-(1,3-oxazol-2-yl)propionic acid ethyl ester hydrochloride